BrCC(=O)C1=CN=C2N1C=CN2 2-bromo-1-{7H-imidazo[1,2-a][1,3]diazol-3-yl}ethanone